C(CCC)C1C(=NN(C1(C(=O)NC(CO)(C)C)C)C1=CC=CC=C1)C1=CC=C(C=C1)F 4-Butyl-3-(4-fluorophenyl)-N-(1-hydroxy-2-methylpropan-2-yl)-5-methyl-1-phenyl-4,5-dihydro-1H-pyrazole-5-carboxamide